FC=1C(=C(C=O)C=C(C1)C1=CN=C(S1)C=1C=NC(=CC1)N1CCCC1)O 3-fluoro-2-hydroxy-5-(2-(6-(pyrrolidin-1-yl)pyridin-3-yl)thiazol-5-yl)benzaldehyde